ClC=1C(=NC(=C(C1)C1=CC=C(C=C1)N1CC2COCCN2CC1)F)N 3-chloro-6-fluoro-5-(4-(hexahydropyrazino[2,1-c][1,4]oxazin-8(1H)-yl)phenyl)pyridin-2-amine